(2S,4S)-1-(9H-fluoren-9-ylmethoxycarbonyl)-4-hydroxypyrrolidine-2-carboxylic acid C1=CC=CC=2C3=CC=CC=C3C(C12)COC(=O)N1[C@@H](C[C@@H](C1)O)C(=O)O